CNC(C)[C@H]1CC[C@H]2[C@@H]3CC=C4C[C@H](CC[C@]4(C)[C@H]3CC[C@]12C)O 20-Methylamino-5-pregnen-3β-ol